C(C)(C)(C)OC(=O)N1C([C@@]2(C3=CC(=CC=C13)OC)[C@@H](C2)C2=CC=C1C(=NN(C1=C2)C(=O)OC(C)(C)C)NC2=NC(=CN=C2OC)C)=O (1R,2S)-2-[1-(tert-Butoxycarbonyl)-3-[(3-methoxy-6-methylpyrazin-2-yl)amino]indazol-6-yl]-5'-methoxy-2'-oxospiro[cyclopropane-1,3'-indole]-1'-carboxylic acid tert-butyl ester